1-(heptadecan-9-yl) 8-(3-(oleoyloxy)-2-((N-(3-(pyrrolidin-1-yl)propyl)nonanamido)methyl)propyl) octanedioate C(CCCCCCC(=O)OCC(COC(CCCCCCC\C=C/CCCCCCCC)=O)CN(C(CCCCCCCC)=O)CCCN1CCCC1)(=O)OC(CCCCCCCC)CCCCCCCC